1-Decyl-4-butylpyridinium methansulfonat CS(=O)(=O)[O-].C(CCCCCCCCC)[N+]1=CC=C(C=C1)CCCC